C(C=CC)C1(N(C[C@@H](C1)N(CCNC(=O)OC(C)(C)C)C(=O)OC(C)(C)C)C(=O)OC(C)(C)C)C(=O)OCC1=CC=CC=C1 2-benzyl 1-tert-butyl (4R)-2-(but-2-enyl)-4-[tert-butoxycarbonyl-[2-(tert-butoxycarbonylamino)ethyl]amino]pyrrolidine-1,2-dicarboxylate